BrC=1C(=CC2=C3C=4N(CCOC4N=C2C1F)C(C1CN(C(CN13)C)C(=O)[O-])=C=O)Cl 11-bromo-12-chloro-10-fluoro-2-methyl-5-carbonyl-1,2,4a,5,6,7-hexahydro-8-oxa-3,5a,9,13c-Tetrazanaphtho[3,2,1-de]anthracene-3(4H)-carboxylate